3-(5-((2-fluorobenzyl)-amino)-2-methyl-4-oxoquinazolin-3(4H)-yl)piperidine-2,6-dione FC1=C(CNC2=C3C(N(C(=NC3=CC=C2)C)C2C(NC(CC2)=O)=O)=O)C=CC=C1